C(N)(=N)C=1C=C(SC1)[C@@H](C)NC(=O)[C@H]1N(C[C@](C1)(CF)F)C(CNC(=O)C1=CC2=C(SC3=C2C=CC=C3)C=C1)=O (2S,4R)-N-((R)-1-(4-carbamimidoylthiophen-2-yl)ethyl)-1-((dibenzo[b,d]thiophene-2-carbonyl)glycyl)-4-fluoro-4-(fluoromethyl)pyrrolidine-2-carboxamide